OC1=C(C(=O)O)C=C(C(=C1)C(=O)NC1=C(C=CC=C1)S(=O)(=O)O)O 2,5-Dihydroxy-4-(2-sulfophenylaminocarbonyl)benzoic acid